O1CCCC1.B(O)(O)O boric acid compound with tetrahydrofuran